NC=1C2=C(N=CN1)N(C=C2C2=CC=C(C=C2)NC(=O)C2=NN(C=C(C2=O)C2=CC=C(C=C2)Cl)C(C)C)C2COC2 N-(4-(4-Amino-7-(oxetan-3-yl)-7H-pyrrolo[2,3-d]pyrimidin-5-yl)phenyl)-5-(4-Chlorophenyl)-1-isopropyl-4-oxo-1,4-dihydropyridazine-3-carboxamide